6-(6-(2-hydroxyethoxy)imidazo[1,2-a]pyridine-3-carbonyl)-N-(3-(trifluoromethyl)phenyl)-4,5,6,7-tetrahydrothieno[2,3-c]pyridine-3-carboxamide OCCOC=1C=CC=2N(C1)C(=CN2)C(=O)N2CC1=C(CC2)C(=CS1)C(=O)NC1=CC(=CC=C1)C(F)(F)F